O=C1[C@@H]([C@H](CC1)CC(=O)OC)CCCCC |r| Methyl [(1RS,2RS)-3-oxo-2-pentylcyclopentyl]acetate